C(C(C)C)N(C(C)=O)C N-isobutyl-N-methylacetamide